C(C)(C)(C)OC(=O)N1C(=CC2=CC(=CC(=C12)[N+](=O)[O-])CCO)C1=CC=CC=C1.CN(C)[Si](CC)(CC)N(C)C bis(dimethylamino)diethylsilane tert-Butyl-5-(2-hydroxyethyl)-7-nitro-2-phenyl-1H-indole-1-carboxylate